(R)-4-t-butoxycarbonyl-1H-azepine C(C)(C)(C)OC(=O)C=1C=CNC=CC1